3-[6-(3,6-Diazabicyclo[3.1.1]heptan-3-yl)-2-pyridyl]pyrazolo[1,5-a]pyridine C12CN(CC(N1)C2)C2=CC=CC(=N2)C=2C=NN1C2C=CC=C1